(1R,3S)-3-[5-[3-(2,2-difluoroethyl)-5-methyl-imidazol-4-yl]-1,3,4-oxadiazol-2-yl]-N-methyl-cyclohexylamine FC(CN1C=NC(=C1C1=NN=C(O1)[C@@H]1C[C@@H](CCC1)NC)C)F